CI.CN(CCCN=C=NCC)C 1-(3-dimethylaminopropyl)-3-ethylcarbodiimide methyl iodide salt